C(CCCCCCCCCCCCCCCCC)(=O)C(OP(OC[C@@H](CO)OC(C=CC=CC=CC=CC=CC=CCCCCCCCCC)=O)(=O)O)CN stearoyl-2-docosahexaenoyl-sn-glycero-3-phosphoethanolamine